(R)-3-(1-(azetidin-3-yl)-1H-1,2,3-triazol-4-yl)-N-(1-(5-fluoro-2-methoxyphenyl)ethyl)imidazo[1,2-b]pyridazin-6-amine N1CC(C1)N1N=NC(=C1)C1=CN=C2N1N=C(C=C2)N[C@H](C)C2=C(C=CC(=C2)F)OC